C1(=CC=CC=C1)C(CNC(=O)NC1=CC=C(C=C1)C)C 1-(2-phenylpropan-yl)-3-(p-tolyl)urea